5-methylpyrazole-1-carboxylate CC1=CC=NN1C(=O)[O-]